N-[4-(5-Cyclopropyl-1H-pyrazol-3-yl)phenyl]-3-[(1,1-dioxo-1,4-thiazinan-4-yl)methyl]benzamide C1(CC1)C1=CC(=NN1)C1=CC=C(C=C1)NC(C1=CC(=CC=C1)CN1CCS(CC1)(=O)=O)=O